OC(CN1CCC(CC1)NC1=C2C=C(N(C2=CC=C1)CC(F)(F)F)C#CCNC1=C(C=C(C=C1)S(=O)(=O)NC1CCOCC1)OC)CO 4-{[3-(4-{[1-(2,3-dihydroxypropyl)piperidin-4-yl]amino}-1-(2,2,2-trifluoroethyl)-1H-indol-2-yl)prop-2-yn-1-yl]amino}-3-methoxy-N-(oxan-4-yl)benzene-1-sulfonamide